N-(1-Cyclobutyl-1H-Pyrazol-4-yl)-5-(1-(3,5-Dichloropyridin-4-yl)ethoxy)-1H-Indazol-3-Carboxamid C1(CCC1)N1N=CC(=C1)NC(=O)C1=NNC2=CC=C(C=C12)OC(C)C1=C(C=NC=C1Cl)Cl